Tert-Butyl 4-(1-methyl-1H-1,2,3-triazol-4-yl)piperazine-1-carboxylate CN1N=NC(=C1)N1CCN(CC1)C(=O)OC(C)(C)C